(R)-2-amino-3-(6-methoxy-1H-indol-3-yl)propanoic acid N[C@@H](C(=O)O)CC1=CNC2=CC(=CC=C12)OC